ClC=1C=C(C=CC1C)NC(=O)NCC=1C=C2CN(C(C2=CC1)=O)C1C(NC(CC1)=O)=O 1-(3-chloro-4-methyl-phenyl)-3-[[2-(2,6-dioxo-3-piperidyl)-1-oxo-isoindolin-5-yl]methyl]urea